6,6-dimethyl-3-((7-(2-methyl-3-(((S)-pyrrolidin-3-yl)oxy)-6-(trifluoromethyl)pyridin-4-yl)thieno[3,2-b]pyridin-2-yl)methyl)-3-azabicyclo[3.1.0]hexane-2,4-dione CC1(C2C(N(C(C12)=O)CC1=CC2=NC=CC(=C2S1)C1=C(C(=NC(=C1)C(F)(F)F)C)O[C@@H]1CNCC1)=O)C